FC(OC1=CC=C(C=C1)C1=CC(=NC=C1)\C=C/1\C(NC(S1)=O)=O)(F)F (Z)-5-((4-(4-(trifluoromethoxy)phenyl)pyridin-2-yl)methylene)thiazolidine-2,4-dione